6-(3,5-difluorophenyl)-1-[2-(3-hydroxyazetidin-1-yl)ethyl]-3H-imidazo[4,5-b]pyridin-2-one FC=1C=C(C=C(C1)F)C=1C=C2C(=NC1)NC(N2CCN2CC(C2)O)=O